CN(CCCOC([O-])=O)C 3-(Dimethylamino)propylcarbonate